COC(=O)C1=NC(=CC=C1)C(C)(C)O 6-(2-hydroxyprop-2-yl)pyridine-2-carboxylic acid methyl ester